N'-hydroxy-4-{[2-(sulfamoylamino)-ethyl]amino}-1,2,5-oxadiazole-3-carboximidamide ON=C(N)C1=NON=C1NCCNS(N)(=O)=O